C(CCCCC)OC(CCC#N)OCCCCCC 4,4-dihexoxybutanenitrile